4-(5-(2-(3,5-bis(trifluoromethyl)phenyl)-N,2-dimethylpropanamido)-4-(o-tolyl)pyridin-2-yl)-1-methylpiperazine 1-oxide FC(C=1C=C(C=C(C1)C(F)(F)F)C(C(=O)N(C)C=1C(=CC(=NC1)N1CC[N+](CC1)(C)[O-])C1=C(C=CC=C1)C)(C)C)(F)F